(S)-2-(2-(tert-butyldimethylsilyloxy)propan-2-yl)-4-(4-(1-(5-(2,4-difluorophenoxy)pyrazin-2-ylamino)-1-oxopropan-2-yl)-2,2-dimethylpiperazine-1-carbonyl)pyridine 1-oxide [Si](C)(C)(C(C)(C)C)OC(C)(C)C1=[N+](C=CC(=C1)C(=O)N1C(CN(CC1)[C@H](C(=O)NC1=NC=C(N=C1)OC1=C(C=C(C=C1)F)F)C)(C)C)[O-]